2-(6-(6-(4-(2-((2,6-dioxopiperidin-3-yl)amino)benzyl)piperazin-1-yl)pyridazin-3-yl)-1-oxoisoindolin-2-yl)-2-(5-fluoro-2-hydroxyphenyl)-N-(thiazol-2-yl)acetamide O=C1NC(CCC1NC1=C(CN2CCN(CC2)C2=CC=C(N=N2)C2=CC=C3CN(C(C3=C2)=O)C(C(=O)NC=2SC=CN2)C2=C(C=CC(=C2)F)O)C=CC=C1)=O